IC=1C=CC=2N(N1)C=C(N2)NC(OC(C)(C)C)=O tert-butyl (6-iodoimidazo[1,2-b]pyridazin-2-yl)carbamate